C(C)OC(=O)C=1N=CSC1C1CCN(CC1)C1=CC=CC=C1 5-(1-Phenylpiperidin-4-yl)-1,3-thiazole-4-carboxylic acid ethyl ester